NC1=CC=C(CN2C=NC=C2)C=C1 1-(4-aminobenzyl)imidazole